decane terephthalate C(C1=CC=C(C(=O)O)C=C1)(=O)O.CCCCCCCCCC